COC(=O)C=1N=C(OC1C)C=1C(=NC=NC1)NC1=CC(=C(C=C1)OC1=CC2=C(N(C=N2)C)C=C1)C methyl-2-(4-((3-methyl-4-((1-methyl-1H-benzimidazol-5-yl)oxy)phenyl)amino)pyrimidin-5-yl)oxazole-4-carboxylic acid methyl ester